4,4'-methylene-bis-(2-chloro-aniline) C(C1=CC(=C(N)C=C1)Cl)C1=CC(=C(N)C=C1)Cl